7-bromo-1-methyl-2-oxo-4-(4-phenoxypiperidin-1-yl)-1,2-dihydroquinoline-3-carbonitrile BrC1=CC=C2C(=C(C(N(C2=C1)C)=O)C#N)N1CCC(CC1)OC1=CC=CC=C1